[Si](C)(C)(C(C)(C)C)OCC1C(NCCC1)=O 3-[[tert-butyl(dimethyl)silyl]oxymethyl]piperidin-2-one